itaconate C(C(=C)CC(=O)[O-])(=O)[O-]